5,5-dimethyl-3-[4-nitro-3-(trifluoromethyl)phenyl]imidazoline-2,4-dione CC1(C(N(C(N1)=O)C1=CC(=C(C=C1)[N+](=O)[O-])C(F)(F)F)=O)C